O1C=2C(OCC1)=C(SC2)B2OC(C(O2)(C)C)(C)C 2-(2,3-dihydrothieno[3,4-b][1,4]dioxin-5-yl)-4,4,5,5-tetramethyl-1,3,2-dioxaborolane